CN1C=C(C=2C1=NC=C(C2)NC(C=C)=O)C2=CC=C(C=C2)N2CCCCC2 N-(1-Methyl-3-(4-(piperidin-1-yl)phenyl)-1H-pyrrolo[2,3-b]pyridin-5-yl)acrylamide